tin deuteride [Sn]([2H])([2H])([2H])[2H]